P(=O)([O-])([O-])[O-].[Mg+2].[Mg+2] Di-Magnesium phosphat